CC1=CC2=C(N(C=N2)C[C@H]2OCC2)C=C1C(=O)O 5-methyl-1-{[(2S)-oxetan-2-yl]methyl}-1H-1,3-benzodiazole-6-carboxylic acid